1-((5,6-bis(benzyloxy)pyrimidin-4-yl)methyl)-3-isopropyl-4-(4-((6-(morpholinomethyl)pyridin-3-yl)ethynyl)phenyl)imidazolidin-2-one C(C1=CC=CC=C1)OC=1C(=NC=NC1OCC1=CC=CC=C1)CN1C(N(C(C1)C1=CC=C(C=C1)C#CC=1C=NC(=CC1)CN1CCOCC1)C(C)C)=O